C(C#C)(=O)Cl propynoyl chloride